2-(6,7-dihydro-5H-pyrrolo[1,2-c]imidazol-1-yl)-2-[4-fluoro-1-oxo-6-(6-piperazin-1-yl-3-pyridyl)isoindolin-2-yl]-N-thiazol-2-yl-acetamide hydrochloride Hydrogen chloride Cl.Cl.C1(=C2N(C=N1)CCC2)C(C(=O)NC=2SC=CN2)N2C(C1=CC(=CC(=C1C2)F)C=2C=NC(=CC2)N2CCNCC2)=O